(5'S)-6-methyl-2-oxo-1,2-dihydrospiro[pyrido[2,3-b][1,4]oxazine-3,3'-pyrrolidine] CC=1C=CC2=C(OC3(CNCC3)C(N2)=O)N1